2-[1-(5-chloropyrimidin-2-yl)-4-piperidyl]ethyl 3-fluoro-4-[2-oxo-2-[3-[[[rac-(2S,3R,4R,5R)-2,3,4,5,6-pentahydroxyhexyl]amino]methyl]azetidin-1-yl]ethyl]benzoate FC=1C=C(C(=O)OCCC2CCN(CC2)C2=NC=C(C=N2)Cl)C=CC1CC(N1CC(C1)CNC[C@@H]([C@H]([C@@H]([C@@H](CO)O)O)O)O)=O |r|